CN([C@H](C(=O)N1[C@@H](CCC1)C(=O)NC=1C=C2C=C(NC2=CC1)C1=CC=C(C=C1)C1=CN=C(N1)[C@H]1N(CCC1)C([C@H](C1=CC=CC=C1)N(C)C)=O)C1=CC=CC=C1)C 1-[(2S)-2-(dimethylamino)-2-phenylacetyl]-N-{2-[4-(2-{(2S)-1-[(2S)-2-(dimethylamino)-2-phenylacetyl]pyrrolidin-2-yl}-1H-imidazol-5-yl)phenyl]-1H-indol-5-yl}-L-prolinamide